BrC=1C2(C3=CC=CC(=C3C1)F)CCC1(CC2)OCCO1 bromo-4''-fluorodispiro[[1,3]dioxolane-2,1'-cyclohexane-4',1''-indene]